CCO[C@H]1[C@H](CC(=O)O1)NC(=O)[C@@H]2CCCN2C(=O)[C@H](C(C)(C)C)NC(=O)C3=CC(=C(C=C3)N)Cl N-(4-amino-3-chlorobenzoyl)-3-methyl-L-valyl-N-[(2R,3S)-2-ethoxytetrahydro-5-oxo-3-furanyl]-L-prolinamide